The molecule is a ribose bisphosphate that is the cyclic-1,2-phosphate derivative of 5-phospho-alpha-D-ribose. It is a conjugate acid of a 5-phosphonato-alpha-D-ribose cyclic-1,2-phosphate(3-). C([C@@H]1[C@H]([C@@H]2[C@H](O1)OP(=O)(O2)O)O)OP(=O)(O)O